FC=1C=C(C=CC1F)C=1OC2=CC=C(C=C2C(C1C)=O)C 2-(3,4-difluoro-phenyl)-3,6-dimethyl-chromen-4-one